FC(CN1C(=NC2=C1C=C(C=C2F)C2=CNC=1N=C(N=CC12)NC1CCC(CC1)NC(C)=O)C)F N-((1s,4s)-4-((5-(1-(2,2-difluoroethyl)-4-fluoro-2-methyl-1H-benzo[d]imidazol-6-yl)-7H-pyrrolo[2,3-d]pyrimidin-2-yl)amino)cyclohexyl)acetamide